2-Amino-4-(2-(dimethylamino)pyridin-4-yl)butanoic acid NC(C(=O)O)CCC1=CC(=NC=C1)N(C)C